2-Amino-6-(4-(pyrrolidin-1-ylmethyl)benzyl)pyridin NC1=NC(=CC=C1)CC1=CC=C(C=C1)CN1CCCC1